Cl.NCCC1=CC(O)=C(O)C=C1 dopamine hydrochloride salt